ClC=1C=C(C(=NC1)C1CCOCC1)N1CCN(CC1)C1CC2(CN(C2)C(=O)OCC)CC1 ethyl 6-[4-(5-chloro-2-tetrahydropyran-4-yl-3-pyridyl)piperazin-1-yl]-2-azaspiro[3.4]octane-2-carboxylate